2-[4-(4-morpholinylpiperidin-1-yl)-methylphenyl]-5-chloro-pyrrolo[1,2-b]pyridazine-7-formamide N1(CCOCC1)C1CCN(CC1)C1=CC(=C(C=C1)C=1C=CC=2N(N1)C(=CC2Cl)C(=O)N)C